P(=O)(OC1=C(C=C(C=C1)Cl)C(NC1=CC(=CC(=C1)C(F)(F)F)C(F)(F)F)=O)(O)O 2-{[3,5-bis(trifluoromethyl)phenyl]carbamoyl}-4-chlorophenyl dihydrogen phosphate